2-(thiazol-5-yl)-N-(6-(trifluoromethyl)pyridin-3-yl)pyrimidine-4-carboxamide S1C=NC=C1C1=NC=CC(=N1)C(=O)NC=1C=NC(=CC1)C(F)(F)F